(S)-N-(1-(1-(2,2-difluoroethyl)azetidin-3-yl)ethyl)-5-(4-(trifluoromethyl)phenoxy)-2-naphthamide FC(CN1CC(C1)[C@H](C)NC(=O)C1=CC2=CC=CC(=C2C=C1)OC1=CC=C(C=C1)C(F)(F)F)F